tert-butyl ((S)-1-oxo-3-((S)-2-oxopyrrolidin-3-yl)-1-(1-((2-(trimethylsilyl)ethoxy)methyl)-1H-imidazol-5-yl)propan-2-yl)carbamate O=C([C@H](C[C@H]1C(NCC1)=O)NC(OC(C)(C)C)=O)C1=CN=CN1COCC[Si](C)(C)C